2,4-difluoro-3-nitropyridine FC1=NC=CC(=C1[N+](=O)[O-])F